ClCC(=C)[C@@H]1C[C@@H](CC[C@]1(C=C)C)C(CN1CCN(CC1)CCO)=C 2-(4-(2-((1R,3R,4S)-3-(3-chloroprop-1-en-2-yl)-4-methyl-4-vinyl-cyclohexyl)allyl)piperazin-1-yl)ethan-1-ol